(3aR,6aS)-2-methyl-octahydropyrrolo[3,4-c]pyrrole CN1C[C@@H]2CNC[C@@H]2C1